CC=1C=2N(C=C(N1)C)N=C(C2)C=2N=C1N(C(C2)=O)C=C(C=C1C)N1C[C@H](NCC1)C 2-(4,6-dimethylpyrazolo[1,5-a]pyrazin-2-yl)-9-methyl-7-[(3R)-3-methylpiperazin-1-yl]-4H-pyrido[1,2-a]pyrimidin-4-one